2-([1-(2-Chlorophenyl)-5-[3-(oxetan-3-yl-oxy)phenyl]-1H-pyrazol-3-yl]methoxy)-2-methylpropanoic acid ClC1=C(C=CC=C1)N1N=C(C=C1C1=CC(=CC=C1)OC1COC1)COC(C(=O)O)(C)C